(5'S,7a'R)-5'-(3-fluorophenyl)-1-(3-methoxybenzene-1-carbonyl)tetrahydro-3'H-spiro[piperidine-4,2'-pyrrolo[2,1-b][1,3]oxazol]-3'-one FC=1C=C(C=CC1)[C@@H]1CC[C@H]2OC3(C(N21)=O)CCN(CC3)C(=O)C3=CC(=CC=C3)OC